FC=1C=CC(=NC1C)C1=NNC=C1C=1C=C2C=C(C=NC2=CC1)C=1C=NNC1 6-[3-(5-fluoro-6-methyl-2-pyridyl)-1H-pyrazol-4-yl]-3-(1H-pyrazol-4-yl)quinoline